2H-1,2,3-TRIAZOLE-4-CARBOXALDEHYDE N=1NN=C(C1)C=O